C(N)(=O)C=1C(=C(C=C(C1)F)C=1C=CC=C2C(=C(C=NC12)C(=O)NN1CCOC2=C1C=CC=C2)N2CCOCC2)F 8-(3-carbamoyl-2,5-difluoro-phenyl)-N-(2,3-dihydro-1,4-benzoxazin-4-yl)-4-morpholino-quinoline-3-carboxamide